O=C1NCC(N1)C(=O)[O-] 2-oxoimidazolidine-4-carboxylate